1-((2-chloro-3-fluorophenyl)(cyclopropyl)methyl)-N-((R,E)-4-(methylsulfonyl)but-3-en-2-yl)-1H-pyrazolo[3,4-c]pyridine-5-carboxamide ClC1=C(C=CC=C1F)C(N1N=CC=2C1=CN=C(C2)C(=O)N[C@H](C)\C=C\S(=O)(=O)C)C2CC2